2-[(6-chloro-1H-indol-7-yl)oxy]Acetonitrile ClC1=CC=C2C=CNC2=C1OCC#N